(5-(4-(4-(2-chloro-5-fluorophenoxy)piperidin-1-yl)phenyl)-1,3,4-oxadiazol-2-yl)methanol ClC1=C(OC2CCN(CC2)C2=CC=C(C=C2)C2=NN=C(O2)CO)C=C(C=C1)F